Tert-butyl (8-bromoimidazo[1,2-a]pyridin-6-yl)(tert-butoxycarbonyl)carbamate BrC=1C=2N(C=C(C1)N(C(OC(C)(C)C)=O)C(=O)OC(C)(C)C)C=CN2